4-(3-([(tert-butoxycarbonyl)(ethyl)amino]methyl)pyrrolidin-1-yl)-6-fluoro-2-methylindazole-7-carboxylic acid C(C)(C)(C)OC(=O)N(CC)CC1CN(CC1)C=1C2=CN(N=C2C(=C(C1)F)C(=O)O)C